CC1(CN(CCN1)C1=NC(=NC=C1)C(C)NC=1C2=C(N=CN1)NC=C2C2CCOCC2)C N-(1-(4-(3,3-dimethylpiperazin-1-yl)pyrimidin-2-yl)ethyl)-5-(tetrahydro-2H-pyran-4-yl)-7H-pyrrolo[2,3-d]pyrimidin-4-amine